C1(CCCC1)N1N=CC=C1COC[C@@H]1CN(CC12CN(C2)C(=O)[C@@H]2C(C2)(C)C)C(=O)C2=CN=CS2 ((S)-8-(((1-cyclopentyl-1H-pyrazol-5-yl)methoxy)methyl)-2-((S)-2,2-dimethylcyclopropanecarbonyl)-2,6-diazaspiro[3.4]octan-6-yl)(thiazol-5-yl)methanone